C(NC(C(=C)C)=O)NC(C(=C)C)=O N,N'-methylenebismethacrylamide